FC1CCN(CC1)C1=CC=2N(C=C1)C=C(N2)C2=CC=CC=C2 7-(4-fluoropiperidin-1-yl)-2-phenylimidazo[1,2-a]pyridine